C(C)(C)[Sn](Cl)(Cl)Cl Isopropyltin trichloride